(((5-(1,3-dioxolan-2-yl)-6,7-difluorobenzo[d]isoxazol-3-yl)amino)methyl)oxetane O1C(OCC1)C=1C(=C(C2=C(C(=NO2)NCC2OCC2)C1)F)F